Cl.O=C1N(CCC(N1)=O)C1=NN(C2=CC(=CC=C12)C1CCN(CC1)CC(=O)O)C 2-[4-[3-(2,4-Dioxohexahydropyrimidin-1-yl)-1-methyl-indazol-6-yl]-1-piperidinyl]acetic acid hydrochloride